ClC=1C=NC(=NC1)C=1C(=C(C=CC1)NC(OC(C)(C)C)=O)OC t-butyl (3-(5-chloropyrimidin-2-yl)-2-methoxy phenyl)carbamate